5-chloro-8-fluoro-3-methyl-2,4-dioxo-1,2,3,4-tetrahydroquinazoline-7-carbaldehyde ClC1=C2C(N(C(NC2=C(C(=C1)C=O)F)=O)C)=O